C(C)(C)N([SiH3])C(C)C N,N-diisopropylsilaneamine